OC1=C(C(C)(C)C=2C=C(C=C(C2)N2N=C3C(=N2)C=CC=C3)C(C3=CC=CC=C3)(C)C)C=CC=C1 2'-hydroxy-3,5-bis-(α,α-dimethylbenzyl)phenyl-2H-benzotriazole